lithium 2-(1-(6-(trifluoromethyl)pyridin-3-yl)azetidin-3-yl)acetate FC(C1=CC=C(C=N1)N1CC(C1)CC(=O)[O-])(F)F.[Li+]